Ethyl 2-((2-(3-(tert-butyl)phenyl)-3-(phenylthio)-1H-pyrrolo[2,3-c]pyridin-5-yl)oxy)acetate C(C)(C)(C)C=1C=C(C=CC1)C1=C(C=2C(=CN=C(C2)OCC(=O)OCC)N1)SC1=CC=CC=C1